6-(4-chloro-5-fluoropyrimidin-2-yl)-8-(2-fluorobenzyl)-[1,2,4]triazolo[1,5-a]pyrazine ClC1=NC(=NC=C1F)C=1N=C(C=2N(C1)N=CN2)CC2=C(C=CC=C2)F